N(=[N+]=[N-])CC12CC(C1)(C2)N2C(N1[C@H](CNCC1)C2)=O (R)-2-(3-(azidomethyl)bicyclo[1.1.1]pentan-1-yl)-3-oxohexahydroimidazo[1,5-a]pyrazine